C[C@H](CBr)CCCCCCCCCCCC (S)-2-methyl-1-bromotetradecane